ClC1=CC=C(C=C1)C(NS(=O)C(C)(C)C)C1=NC(=NC=C1)C(F)(F)F N-((4-chlorophenyl)(2-(trifluoromethyl)pyrimidin-4-yl)methyl)-2-methyl-propane-2-sulfinamide